2,6-Difluoro-3-(1-methyl-6-(oxetan-3-ylamino)-1H-pyrazolo[3,4-b]pyridin-3-yl)-5-(trifluoromethyl)phenol FC1=C(C(=C(C=C1C1=NN(C2=NC(=CC=C21)NC2COC2)C)C(F)(F)F)F)O